2-[3-[4-(1-methylpyrazolo[3,4-c]pyridin-4-yl)phenyl]-2-oxobenzimidazol-1-yl]-N-(2,2,2-trifluoro-1-methyl-ethyl)acetamide CN1N=CC=2C1=CN=CC2C2=CC=C(C=C2)N2C(N(C1=C2C=CC=C1)CC(=O)NC(C(F)(F)F)C)=O